8-((5-bromopentyl)oxy)-7-methoxy-4-phenyl-3,4-dihydro-1H-benzo[e][1,4]diazepin-2,5-dione BrCCCCCOC=1C(=CC2=C(NC(CN(C2=O)C2=CC=CC=C2)=O)C1)OC